FC1=C(O[P@@](=O)(OC2=CC=CC=C2)N[C@@H](C)C(=O)[O-])C(=C(C(=C1F)F)F)F N-[(S)-(2,3,4,5,6-pentafluorophenoxy)phenoxyphosphoryl]-L-alaninate